C(C)(C)(C)OC(=O)N1C[C@@H]2COC3=C(CN2CC1)C(=CC(=C3Cl)Br)N3C=NC=C3.SC3=NNC=N3 mercapto-1,2,4-triazole tert-butyl-(12aR)-9-bromo-10-chloro-7-(1H-imidazol-1-yl)-3,4,12,12a-tetrahydro-6H-pyrazino[2,1-c][1,4]benzoxazepine-2(1H)-carboxylate